The molecule is a methyl (13E)-11,16-dihydroxy-16-methyl-9-oxoprost-13-en-1-oate that has 8S,11S,12S,16S-configuration. It is a pharmacologically inactive diastereoisomeric component of misoprostol. It is an enantiomer of an (11R,16R)-misoprostol. CCCC[C@@](C)(C/C=C/[C@@H]1[C@H](CC(=O)[C@H]1CCCCCCC(=O)OC)O)O